hydroxyl-benzoquinone OC=1C(C=CC(C1)=O)=O